C(C)C(C(=O)O)(CCC(C)C)C ethyl-2,5-dimethyl-hexanoic acid